(R)-6-Bromo-7-(difluoromethoxy)-N-(1-(3-(difluoromethyl)-2-fluorophenyl)ethyl)-2-methylquinoline-4-amine BrC=1C=C2C(=CC(=NC2=CC1OC(F)F)C)N[C@H](C)C1=C(C(=CC=C1)C(F)F)F